BrC=1C=C(NC2(N(C3=CC=CC=C3C23CCC(CC3)C(=O)O)C)CCC3=CC=CC=C3)C=CC1 (3-bromoanilino)-1'-methyl-2'-(2-phenylethyl)-1',2'-dihydrospiro[cyclohexane-1,3'-indole]-4-carboxylic acid